N-(2-oxo-1-(8-oxo-1,7-naphthyridin-7(8H)-yl)-2-phenylethyl)benzamide O=C(C(N1C=CC=2C=CC=NC2C1=O)NC(C1=CC=CC=C1)=O)C1=CC=CC=C1